Cl.NC(C(=O)NC1CCN(CC1)C1=NC(=C(C(=C1C#N)C1CC1)C#N)SC(C(=O)N)C1=CC=CC=C1)(C)C 2-Amino-N-(1-(6-((2-amino-2-oxo-1-phenylethyl)thio)-3,5-dicyano-4-cyclopropyl-pyridin-2-yl)piperidin-4-yl)-2-methylpropanamide, Hydrochloride